N1=CC(=CC=C1)NCC1=CC=C(OC2CN(C2)C=2C=CC=C(C2C2=CC=CC=C2)C(=O)O)C=C1 6-(3-(4-((pyridin-3-ylamino)methyl)phenoxy)azetidin-1-yl)-[1,1'-biphenyl]-2-carboxylic acid